ClC=1C=C2C(=NC1)C1(C(O2)(C(C(C1O)C(=O)N(C)C)C1=CC=CC=C1)C1=CC=C(C=C1)OC)O 3-chloro-8,8a-dihydroxy-5a-(4-methoxyphenyl)-N,N-dimethyl-6-phenyl-5a,7,8,8a-tetrahydro-6H-cyclopenta[4,5]furo[3,2-b]pyridine-7-carboxamide